(1R)-isoprene C=CC(C)=C